[C@@H]1([C@@H](O)[C@H](O)[C@H](O1)CO)N1C2=NC=NC=C2N=C1 9-(β-D-arabinofuranosyl)-9H-purine